N-t-Butoxycarbonyl-1,4-butanediamine C(C)(C)(C)OC(=O)NCCCCN